6-(1-Cyanocyclohexyl)-N-(2-(4-cyanothiazolidin-3-yl)-2-oxoethyl)quinoline-4-carboxamide C(#N)C1(CCCCC1)C=1C=C2C(=CC=NC2=CC1)C(=O)NCC(=O)N1CSCC1C#N